FC(C(=O)O)(F)F.NCCCCCCCCNC1=C2C(N(C(C2=CC=C1)=O)C1C(NC(CC1)=O)=O)=O 4-[(8-aminooctyl)amino]-2-(2,6-dioxopiperidin-3-yl)-2,3-dihydro-1H-isoindole-1,3-dione trifluoroacetic acid salt